1-(4-chloro-7,7-dimethyl-5-oxo-5,7-dihydroindolo[1,2-a]quinazolin-10-yl)piperidine-4-carbaldehyde ClC=1C=2C(N=C3N(C2C=CC1)C1=CC(=CC=C1C3(C)C)N3CCC(CC3)C=O)=O